3-dichloroacetyl-5-(2-furanyl)-2,2-dimethyl-oxazolidine ClC(C(=O)N1C(OC(C1)C=1OC=CC1)(C)C)Cl